C(C)(C)(C)OC(NC1=NC(=C(C(=C1)Cl)Cl)Cl)=O (4,5,6-trichloropyridin-2-yl)carbamic acid tert-butyl ester